[Cl-].CN1CC[NH+](CC1)C1=NN2C(C=CC=C2)=C1N 2-(4-methylpiperazinium-1-yl)-3-aminopyrazolo[1,5-a]pyridine chloride